1-Benzyl-2,2,6,6-tetradeuterio-piperidin-4-ol C(C1=CC=CC=C1)N1C(CC(CC1([2H])[2H])O)([2H])[2H]